4-(4-(2',3',4',5'-tetrahydro-[1,1'-biphenyl]-4-yl)-1H-benzo[d]imidazol-2-yl)butanoic acid C1(=CC=C(C=C1)C1=CC=CC=2NC(=NC21)CCCC(=O)O)C=2CCCCC2